CC1=C(C=C(C=C1)C)C1=CC(=CC=2C(N(CCOC21)CC2=NC(=CC(=C2)C)C)=O)CN2C(=NC=C2)C 9-(2,5-Dimethylphenyl)-4-((4,6-dimethylpyridin-2-yl)methyl)-7-((2-methyl-1H-imidazol-1-yl)methyl)-3,4-dihydrobenzo[f][1,4]oxazepin-5(2H)-one